3-[3-[[tert-butyl(dimethyl)silyl]oxymethyl]oxetan-3-yl]-6-chloro-5-fluoro-2H-2,7-naphthyridin-1-one [Si](C)(C)(C(C)(C)C)OCC1(COC1)C=1NC(C2=CN=C(C(=C2C1)F)Cl)=O